tert-Butyl 3-amino-3-methylpyrrolidine-1-carboxylate NC1(CN(CC1)C(=O)OC(C)(C)C)C